N[C@@H]1C2=CC=CC=C2CC12CCN(CC2)C=2C(=NC(=CN2)SC2=C(C(=CC=C2)Cl)Cl)C(=O)N (S)-3-(1-amino-1,3-dihydrospiro[indene-2,4'-piperidine]-1'-yl)-6-((2,3-dichlorophenyl)thio)pyrazine-2-carboxamide